C12(C3C(O3)(O1)O2)OC21C3C(O3)(O2)O1 tri-epoxypropyl ether